C(C)C=1SC(=C(N1)C1=NC(=CC=C1)C)OC1=CC(=NC=C1)NC=1C=C(C=CC1)NS(=O)(=O)C N-(3-((4-((2-ethyl-4-(6-methylpyridin-2-yl)thiazol-5-yl)oxy)pyridin-2-yl)amino)phenyl)methanesulfonamide